C(C)(C)[C@@]12C[C@@H]([C@@](CC1)(O2)C)OCC2=C(C=CC=C2)C (1R,2S,4S)-4-isopropyl-1-methyl-2-[(2-methylbenzyl)oxy]-7-oxabicyclo[2.2.1]-heptane